N1C(=NC2=C1C=CC=C2)CNC2=NN(C1=NC(=CN=C12)C1CC1)CCC(C)(O)C 4-(3-{[(1H-benzimidazol-2-yl)methyl]amino}-6-cyclopropyl-1H-pyrazolo[3,4-b]pyrazin-1-yl)-2-methylbutan-2-ol